[Si](C)(C)(C(C)(C)C)OC[C@@H]1C[C@@H](CN1)NC(OC(C)(C)C)=O tert-butyl ((3S,5S)-5-(((tert-butyldimethylsilyl)oxy)methyl)pyrrolidin-3-yl)carbamate